C(#C)C=1C=C(C=CC1)[C@@H]1N(OCC1)C1=CC(=NC=N1)NC1=C(C=C(C=C1)N1CCC(CC1)N1CCN(CC1)C)OC (R)-6-(3-(3-ethynylphenyl)isoxazolidin-2-yl)-N-(2-methoxy-4-(4-(4-methylpiperazin-1-yl)piperidin-1-yl)phenyl)pyrimidin-4-amine